N-(5-(((2S,4R)-4-((7,8-dimethyl-3-(trifluoromethyl)-[1,2,4]triazolo[4,3-b]pyridazin-6-yl)oxy)-2-methylpyrrolidin-1-yl)methyl)thiazol-2-yl)acetamide CC1=C(C=2N(N=C1O[C@@H]1C[C@@H](N(C1)CC1=CN=C(S1)NC(C)=O)C)C(=NN2)C(F)(F)F)C